NC(C(=O)OCCCCCCCCCCCC)C.[NH4+] ammonium lauryl aminopropionate